FC1(CCC(CC1)NS(=O)(=O)C1=CC2=C(N=C(S2)C2CCN(CC2)C(=O)OC(C)(C)C)C=C1)F tert-butyl 4-(6-(N-(4,4-difluorocyclohexyl)sulfamoyl)benzo[d]thiazol-2-yl)piperidine-1-carboxylate